FC(F)(F)C(=O)CCCCCCCCCCCCCCCCCCCC arachidyl trifluoromethyl ketone